NC1=CC(=C(C=C1)C=1N=NN(C1)CCC[C@@H](C(=O)OC)NC(=O)OCC1=CC=CC=C1)C#N Methyl (S)-5-(4-(4-amino-2-cyanophenyl)-1H-1,2,3-triazol-1-yl)-2-(((benzyloxy)carbonyl) amino)-pentanoate